((2R,3R,4S,5R)-4-acetoxy-5-(2-amino-7-butyl-8-oxo-7,8-dihydro-9H-purin-9-yl)-3-fluorotetrahydrofuran-2-yl)methylacetat C(C)(=O)O[C@@H]1[C@@H]([C@H](O[C@H]1N1C2=NC(=NC=C2N(C1=O)CCCC)N)COC(C)=O)F